N,N-dimethyl-1-(4-piperidinyl)methylamine CN(C)CC1CCNCC1